(8R,9R,10S)-10-(hydroxymethyl)-N-(4-methoxyphenyl)-9-[4-(1-phenyl-1H-pyrazol-3-yl)phenyl]-1,6-diazabicyclo[6.2.0]decane-6-carboxamide OC[C@@H]1[C@@H]([C@@H]2CN(CCCCN12)C(=O)NC1=CC=C(C=C1)OC)C1=CC=C(C=C1)C1=NN(C=C1)C1=CC=CC=C1